tert-Butyl 3-(7-chloro-1-isopropylindol-3-yl)-5,6-dihydro-2H-pyridine-1-carboxylate ClC=1C=CC=C2C(=CN(C12)C(C)C)C=1CN(CCC1)C(=O)OC(C)(C)C